COC1=C(C=CC(=C1)N1CCOCC1)NC1=NC=C(C(=N1)NC1=NC=CC=C1)C(F)(F)F N2-(2-Methoxy-4-morpholinophenyl)-N4-(pyridin-2-yl)-5-(trifluoromethyl)pyrimidine-2,4-diamine